ClC1=C(C=CC=C1Cl)C=1C=CC=C2C(=C(C=NC12)NC(=O)C1CCC2=CC=CC=C12)OCC N-(8-(2,3-dichlorophenyl)-4-ethoxyquinolin-3-yl)-2,3-dihydro-1H-indene-1-carboxamide